2-[(6R)-6-[[4-(trifluoromethylsulfonyl)phenyl]methyl]-2-azaspiro[3.4]octane-2-carbonyl]-2,5-diazaspiro[3.4]octan-6-one FC(S(=O)(=O)C1=CC=C(C=C1)C[C@@H]1CC2(CN(C2)C(=O)N2CC3(C2)NC(CC3)=O)CC1)(F)F